1-{[(2s,3s,4s)-3-cyclopropyl-4-fluoro-5-oxopyrrolidin-2-yl]methoxy}-7-methoxyisoquinoline-6-carboxamide C1(CC1)[C@H]1[C@H](NC([C@H]1F)=O)COC1=NC=CC2=CC(=C(C=C12)OC)C(=O)N